((2-oxo-2,3-dihydro-1H-pyrrolo[2,3-b]pyridin-5-yl)methyl)-2-(4-(trifluoromethyl)phenyl)acetamide O=C1CC=2C(=NC=C(C2)CC(C(=O)N)C2=CC=C(C=C2)C(F)(F)F)N1